FC1=C(N=C2N(C1=O)CC[C@H](N2CC2=NOC(=N2)C)C(F)(F)F)N2[C@@H](COCC2)C (S)-3-Fluoro-2-((R)-3-methylmorpholin-4-yl)-9-(5-methyl-[1,2,4]oxadiazol-3-yl-methyl)-8-trifluoromethyl-6,7,8,9-tetrahydro-pyrimido[1,2-a]-pyrimidin-4-one